OC1=C(C=C(C2=CC=CC=C12)S(=O)(=O)N1CCCCC1)C(=O)O 1-hydroxy-4-(piperidin-1-ylsulfonyl)-2-naphthoic acid